NC1=NC(=C2N=CN(C2=N1)[C@H]1C[C@@H]([C@H](O1)CO)O)N (2r,3s,5r)-5-(2,6-diamino-9H-purin-9-yl)-2-(hydroxymethyl)tetrahydrofuran-3-ol